tert-butyl 3-(1-(4-methoxyphenyl)-5-oxo-2,5-dihydro-1H-1,2,4-triazol-3-yl)pyrrolidine-1-carboxylate COC1=CC=C(C=C1)N1NC(=NC1=O)C1CN(CC1)C(=O)OC(C)(C)C